C1(=CC=CC=C1)N1C2=CC=CC=C2C=2C=C(C=CC12)B1OC(C(O1)(C)C)(C)C 9-phenyl-3-(4,4,5,5-tetramethyl-1,3,2-dioxaborolan-2-yl)carbazole